NCCCC=O 4-Amino-1-butanone